OC(=C(C(=O)O)O)CCCC.N1=CC=CC2=CC=CC=C12 quinoline dihydroxyheptenoate